N-{[6-(1H-pyrazol-5-yl)imidazo[1,2-a]pyridin-2-yl]methyl}-1H-indazole-4-carboxamide N1N=CC=C1C=1C=CC=2N(C1)C=C(N2)CNC(=O)C=2C=1C=NNC1C=CC2